C[Si](C)(C)C#CC1=CC(=NC(=C1)C(=O)O)C(=O)O 4-(trimethylsilyl)ethynylpyridine-2,6-dicarboxylic acid